NC(CN1C(=NC=C1)C(=O)O)=O 1-(2-amino-2-oxoethyl)-1H-imidazole-2-carboxylic acid